2'-chloro-N-(5-((4-hydroxybicyclo(2.2.2)oct-1-yl)methoxy)-1,3,4-thiadiazol-2-yl)-5'-methoxy-6-methyl-(4,4'-bipyridine)-3-carboxamide ClC1=NC=C(C(=C1)C1=C(C=NC(=C1)C)C(=O)NC=1SC(=NN1)OCC12CCC(CC1)(CC2)O)OC